6-(3-fluoro-4-methoxy-phenyl)-5-[4-[(3S)-1-(3-fluoropropyl)pyrrolidin-3-yl]oxyphenyl]8,9-dihydro-7H-benzo[7]annulen-2-ol FC=1C=C(C=CC1OC)C1=C(C2=C(CCC1)C=C(C=C2)O)C2=CC=C(C=C2)O[C@@H]2CN(CC2)CCCF